OB(C1=C(C(=C(C(=O)O)C=C1)F)B(O)O)O 4-dihydroxyboryl-(borono)-2-fluorobenzoic acid